ClC=1C(=NC(=NC1)N[C@H]1[C@@H]([C@@H]2OC[C@@H](O2)C12CC2)O)C=2C=C(C1=C(N(C(=N1)C(C)(C)O)C(C)C)C2)F (1S,3R,4S,5R)-3-((5-chloro-4-(4-fluoro-2-(2-hydroxypropan-2-yl)-1-isopropyl-1H-benzo[d]imidazol-6-yl)pyrimidin-2-yl)amino)-6,8-dioxaspiro[bicyclo[3.2.1]octane-2,1'-cyclopropan]-4-ol